C(C)(=O)C1=CC=2C=CC3=C(C4=C(N5C(O3)C(C(N5)=O)(C)C)C=C(C=C4)Br)C2C=C1 3-Acetyl-13-bromo-8,8-dimethyl-7a,8-dihydrobenzo[d]naphtho[1,2-f]pyrazolo[5,1-b][1,3]oxazepin-9(10H)-one